FC(F)(F)N1N=CC(=C1)N1C=NC=C1 3-(trifluoromethyl-1H-pyrazol-4-yl)imidazol